C(C1=CC=CC=C1)OC(=O)N[C@@H](CCC(N)=O)C(=O)NCC(=O)O benzyloxycarbonyl-L-glutaminylglycine